rac-N-[(2S,3R)-2-{[6-(3,5-difluorophenyl)-pyridin-2-yl]methyl}-4,4-difluoro-1-(2-hydroxy-2-methylpropanoyl)pyrrolidin-3-yl]ethanesulfonamide FC=1C=C(C=C(C1)F)C1=CC=CC(=N1)C[C@@H]1N(CC([C@@H]1NS(=O)(=O)CC)(F)F)C(C(C)(C)O)=O |r|